methyl 2-[(1-aza-2-methyl-3-oxobut-1-enyl)methylamino]acetate CC(=NN(CC(=O)OC)C)C(C)=O